CN(C(OC(C)(C)C)=O)C=1C=C(C=CC1)C1=C(C=CC=C1)OC=1N=CC2=C(N1)C=CN=C2 tert-butyl methyl(2'-(pyrido[4,3-d]pyrimidin-2-yloxy)biphenyl-3-yl)carbamate